di-iodozinc salicylate C(C=1C(O)=CC=CC1)(=O)O.I[Zn]I